5-[2-methoxy-4-(trifluoromethoxy)phenoxy]-2-(trifluoromethyl)isonicotinic acid COC1=C(OC2=CN=C(C=C2C(=O)O)C(F)(F)F)C=CC(=C1)OC(F)(F)F